2-methyl-3,5,6-trifluorobenzyl (1R)-trans-3-(2-cyano-1-propenyl)-2,2-dimethylcyclopropanecarboxylate C(#N)C(=C[C@H]1C([C@@H]1C(=O)OCC1=C(C(=CC(=C1F)F)F)C)(C)C)C